tert-butyl 8-(5-((3,4-dichlorophenyl)difluoromethyl)-1,3,4-oxadiazol-2-yl)-2-((S)-2,2-dimethylcyclopropane-1-carbonyl)-2,6-diazaspiro[3.4]octane-6-carboxylate ClC=1C=C(C=CC1Cl)C(C1=NN=C(O1)C1CN(CC12CN(C2)C(=O)[C@@H]2C(C2)(C)C)C(=O)OC(C)(C)C)(F)F